N-(4-Aminophenyl)sulfonyl-6-tert-butyl-2-cyclohexylpyridin-3-carboxamid NC1=CC=C(C=C1)S(=O)(=O)NC(=O)C=1C(=NC(=CC1)C(C)(C)C)C1CCCCC1